aminobenzo(ghi)perylene NC1=CC=2C=3C4=C1C=CC1=CC=CC(C5=CC=CC(=CC2)C35)=C14